3-(3,5-difluoro-4-hydroxybenzamido)-N-(3,3-dimethylbutyl)thiophene-2-carboxamide FC=1C=C(C(=O)NC2=C(SC=C2)C(=O)NCCC(C)(C)C)C=C(C1O)F